BrC=1C(=NNC1)C1=NC(=CC=C1)C 2-(4-bromo-1H-pyrazol-3-yl)-6-methylpyridine